4-[[4-chloro-2-[3-[(2,2-difluoro-1,3-benzodioxol-5-yl)-(trideuteriomethyl)carbamoyl]phenyl]-5-(trifluoromethyl)pyrazol-3-yl]methoxy]benzoic acid ClC1=C(N(N=C1C(F)(F)F)C1=CC(=CC=C1)C(N(C([2H])([2H])[2H])C1=CC2=C(OC(O2)(F)F)C=C1)=O)COC1=CC=C(C(=O)O)C=C1